C(#N)CN(C(=O)C1=C(OC=2C(=NC=NC2)N2CC3(C2)CCN(CC3)C(=O)OC(C)(C)C)C=CC(=C1)F)C(C)C tert-butyl 2-(5-(2-((cyanomethyl) (isopropyl) carbamoyl)-4-fluorophenoxy) pyrimidin-4-yl)-2,7-diazaspiro[3.5]nonane-7-carboxylate